N-(3,5-dimethoxyphenyl)-3-(1-(1-((3-methoxyazetidin-3-yl)methyl)piperidin-4-yl)-1H-pyrazol-4-yl)quinoxalin-6-amine COC=1C=C(C=C(C1)OC)NC=1C=C2N=C(C=NC2=CC1)C=1C=NN(C1)C1CCN(CC1)CC1(CNC1)OC